C12(CC(C1)C2)COC2=C(C(=C(NC=1C3=C(N=CN1)C=CC(=N3)N3[C@@H]1CN([C@H](C3)C1)C(C=C)=O)C=C2)F)F 1-[(1S,4S)-5-[4-[4-(1-bicyclo[1.1.1]pentanylmethoxy)-2,3-difluoro-anilino]pyrido[3,2-d]pyrimidin-6-yl]-2,5-diazabicyclo[2.2.1]heptan-2-yl]prop-2-en-1-one